SC(C(C(=O)O)(S)S)S.CN(C)CCCN(CCCN(C)C)CCCN(C)C tris[3-(N,N-Dimethylamino)propyl]amin tetramercaptopropionate